COC1=CC=C(C=C1)C(OCC1(CN(C1)C(CCCCCNC(CCCCC#C)=O)=O)CO)(C1=CC=CC=C1)C1=CC=C(C=C1)OC N-(6-(3-((bis(4-methoxyphenyl)(phenyl)methoxy)methyl)-3-(hydroxymethyl)azetidin-1-yl)-6-oxohexyl)hept-6-ynamide